2-(4-isooctyloxycarbonylethoxyphenyl)-4,6-diphenyl-s-triazine C(CCCCC(C)C)OC(=O)CCOC1=CC=C(C=C1)C1=NC(=NC(=N1)C1=CC=CC=C1)C1=CC=CC=C1